N1CC(C1)C1=NC=C(C=C1)C1=C(C=C(C=C1)Cl)S(=O)(=O)C 2-(Azetidin-3-yl)-5-(4-chloro-2-methylsulfonyl-phenyl)pyridine